FC=1C=C(C(=O)NC2=CC(=CC(=C2)C(=O)C=2C=C3N=C(C=NC3=CC2)N2CCCC2)F)C=CC1F 3,4-difluoro-N-(3-fluoro-5-(3-(pyrrolidin-1-yl)quinoxaline-6-carbonyl)phenyl)benzamide